Br.NCCC1=CC(=C(C=C1)O)F 4-(2-aminoethyl)-2-fluorophenol hydrobromide